1-(4-Hydroxy-3-(methylsulfonyl)phenyl)cyclobutane-1-carbonitrile OC1=C(C=C(C=C1)C1(CCC1)C#N)S(=O)(=O)C